[Ag].[Au] Gold-Silver